5-amino-2-chloro-N-(2-(pyridin-2-yl)ethyl)benzenesulfonamide NC=1C=CC(=C(C1)S(=O)(=O)NCCC1=NC=CC=C1)Cl